ClC=1C=CC2=C(N=C(S2)C=2CCN(CC2C)C)C1 5-chloro-2-(1,5-dimethyl-1,2,3,6-tetrahydropyridin-4-yl)benzo[d]thiazole